N-[2-(2-aminoethoxy)ethyl]-4-[[3-[4-(cyanomethoxy)-2,3-difluoro-phenyl]imidazo[1,2-a]pyrazin-8-yl]amino]-2-ethylbenzamide NCCOCCNC(C1=C(C=C(C=C1)NC=1C=2N(C=CN1)C(=CN2)C2=C(C(=C(C=C2)OCC#N)F)F)CC)=O